CN(C1=C(C=NC2=C(C(=CC=C12)F)C1=C(C(=CC(=C1)F)F)F)C1OC2=CC=CC=C2C(C1)C(=O)N)C (4-(dimethylamino)-7-fluoro-8-(2,3,5-trifluorophenyl)quinolin-3-yl)chroman-4-carboxamide